C1(=CC=C(C=C1)S(=O)(=O)OC1CC(C1)C(=O)OCC1=CC=CC=C1)C benzyl 3-(p-tolylsulfonyloxy)cyclobutanecarboxylate